1-methyl-4-(3-methyl-5-nitrophenyl)-1H-1,2,3-triazole CN1N=NC(=C1)C1=CC(=CC(=C1)[N+](=O)[O-])C